FC1=CC2=C(CS(C3=C(C2N2CCN(CC2)C(=O)C=2C=NC=C(C2)C)C=CC=C3)(=O)=O)C=C1 [4-(9-fluoro-5,5-dioxo-6,11-dihydrobenzo[c][1]benzothiepin-11-yl)piperazin-1-yl]-(5-methyl-3-pyridyl)methanone